FS(=O)(=O)[N-]C(=O)OC(C1=CC=CC=C1)C(F)(F)F.[Li+] lithium fluorosulfonyl-(1-phenyltrifluoromethylmethoxy)carbonyl-amide